2-(furan-3-yl)-6-methylthieno[2,3-d]pyrimidin-4-amine O1C=C(C=C1)C=1N=C(C2=C(N1)SC(=C2)C)N